CC1=C(C=C(C=C1)NC(=O)N(C)C)NC(=O)N(C)C N,N''-(4-methyl-1,3-phenylene)bis[N',N'-dimethylurea]